2-[{4-[(7-chloroquinolin-4-yl)amino]pentyl}(ethyl)amino]ethanol ClC1=CC=C2C(=CC=NC2=C1)NC(CCCN(CCO)CC)C